trans-7-chloro-N-(4-(2-(4-chlorophenoxy)acetamido)cyclohexyl)-3,4-dihydro-2H-benzo[b][1,4]oxazine-2-carboxamide ClC=1C=CC2=C(OC(CN2)C(=O)N[C@@H]2CC[C@H](CC2)NC(COC2=CC=C(C=C2)Cl)=O)C1